1-(6-((4-(1,3,4-oxadiazol-2-yl)benzyl)oxy)-4-(piperidine-1-carbonyl)quinoline-2-carbonyl)-4-phenylpiperidine-4-carbonitrile O1C(=NN=C1)C1=CC=C(COC=2C=C3C(=CC(=NC3=CC2)C(=O)N2CCC(CC2)(C#N)C2=CC=CC=C2)C(=O)N2CCCCC2)C=C1